trans-4-(3,4-dihydroisoquinolin-2(1H)-yl)-1-(6-((tetrahydro-2H-pyran-4-yl)amino)pyrimidin-4-yl)piperidin-3-ol C1N(CCC2=CC=CC=C12)[C@H]1[C@@H](CN(CC1)C1=NC=NC(=C1)NC1CCOCC1)O